CC1=CC2=C(NC(NS2(=O)=O)C2=CC=C(C#N)C=C2)C=C1 4-(7-methyl-1,1-dioxo-3,4-dihydro-2h-benzo[e][1,2,4]thiadiazin-3-yl)benzonitrile